C(C)C(CN1CCN(CC1)C1=CC2=C(CC(O2)(C)C)C=C1NC(=O)C=1C=NN2C1N=CC=C2)(CC)O N-(6-(4-(2-ethyl-2-hydroxybutyl)piperazin-1-yl)-2,2-dimethyl-2,3-dihydrobenzofuran-5-yl)pyrazolo[1,5-a]pyrimidine-3-carboxamide